ClC=1C(=C(NC2(CCC3(N(CC4=CC(=CC=C34)F)C[C@H](CO)C)CC2)C(=O)OC)C=CC1)C methyl (1s,4S)-4-(3-chloro-2-methylanilino)-5'-fluoro-2'-[(2R)-3-hydroxy-2-methylpropyl]-2',3'-dihydrospiro[cyclohexane-1,1'-isoindole]-4-carboxylate